OC=1C=C2CC[C@@H]([C@@H](C2=CC1)C1=CC=C(C=C1)N1CCC(CC1)C=O)C1=CC=CC=C1 |o1:6,7| rel-1-(4-((1R,2S)-6-hydroxy-2-phenyl-1,2,3,4-tetrahydronaphthalen-1-yl)phenyl)piperidine-4-carbaldehyde